4-(2-Methoxy-4-{6-oxo-2H,4H,5H,6H,7H-pyrazolo[3,4-b]pyridin-4-yl}phenoxymethyl)-3-(trifluoromethyl)benzonitrile COC1=C(OCC2=C(C=C(C#N)C=C2)C(F)(F)F)C=CC(=C1)C1C=2C(NC(C1)=O)=NNC2